4-(5-(4-(1H-indazol-3-yl)piperidin-1-yl)thiazolo[5,4-b]pyridin-2-yl)morpholine N1N=C(C2=CC=CC=C12)C1CCN(CC1)C1=CC=C2C(=N1)SC(=N2)N2CCOCC2